4-aminomethyl-2,2-difluoro-1,3-benzodioxole NCC1=CC=CC=2OC(OC21)(F)F